ClC1=CC(=C(C=C1)C1=NC(=CC2=C1N=C1N(C2=O)CCC1)N1C[C@@H](CC1)OC1=CC=NC=C1)F (R)-1-(4-chloro-2-fluorophenyl)-3-(3-(pyridin-4-yloxy)pyrrolidin-1-yl)-8,9-dihydropyrido[3,4-d]pyrrolo[1,2-a]pyrimidin-5(7H)-one